(R)-2-(3-((6-(((S)-1-(4-(tert-butyl)phenyl)ethyl)carbamoyl)-1,2-dimethyl-1H-indol-3-yl)methyl)-2-chlorophenoxy)propanoic acid C(C)(C)(C)C1=CC=C(C=C1)[C@H](C)NC(=O)C1=CC=C2C(=C(N(C2=C1)C)C)CC=1C(=C(O[C@@H](C(=O)O)C)C=CC1)Cl